C(N)(=N)C1=CC=C(C=C1)CC(C(=O)O)=O 3-(4-carbamimidoylphenyl)-2-oxopropanoic acid